CC1=CC(=NO1)C(=O)NC1=C(C=C(C=C1)C1CC(NC(C1)(C)C)(C)C)C=1CCCCC1 5-methyl-N-(5-(2,2,6,6-tetramethylpiperidin-4-yl)-2',3',4',5'-tetrahydro-[1,1'-biphenyl]-2-yl)isoxazole-3-carboxamide